3-methoxy-butyl thiopropionate C(CC)(=S)OCCC(C)OC